N-{2-[3-bromo-6-(trifluoromethyl)pyridin-2-yl]-5-(2,6-difluoro-4-methoxyphenyl)-1-methyl-3-oxo-2,3-dihydro-1H-pyrazol-4-yl}-4-(difluoromethoxy)benzamide BrC=1C(=NC(=CC1)C(F)(F)F)N1N(C(=C(C1=O)NC(C1=CC=C(C=C1)OC(F)F)=O)C1=C(C=C(C=C1F)OC)F)C